[O].C(\C=C\C1=CC(O)=C(O)C=C1)(=O)O Caffeic acid oxygen